7-[5-[(1R)-1-(3,5-dichloro-4-pyridyl)ethoxy]-6-methoxy-1H-indazol-3-yl]-1-methylsulfonyl-2,3-dihydro-pyrido[2,3-b][1,4]oxazine ClC=1C=NC=C(C1[C@@H](C)OC=1C=C2C(=NNC2=CC1OC)C1=CC2=C(OCCN2S(=O)(=O)C)N=C1)Cl